ethyl 3-(1-ethoxycarbonyl-2-oxo-propyl)-4-nitro-benzoate C(C)OC(=O)C(C(C)=O)C=1C=C(C(=O)OCC)C=CC1[N+](=O)[O-]